N-(8-methoxyisoquinolin-5-yl)-3-methyl-4-{7-methyl-2,7-diazaspiro[3.5]nonan-2-yl}benzamide COC=1C=CC(=C2C=CN=CC12)NC(C1=CC(=C(C=C1)N1CC2(C1)CCN(CC2)C)C)=O